N-(1-(3-aminopyrrolidin-1-yl)isoquinolin-6-yl)-N-methylacrylamide NC1CN(CC1)C1=NC=CC2=CC(=CC=C12)N(C(C=C)=O)C